C(C1=CC=CC=C1)NS(=O)(=O)C1=CC(=C(C=C1)F)Br N-benzyl-3-bromo-4-fluorobenzenesulfonamide